methyl 3-bromo-1H-pyrazole-5-carboxylate BrC1=NNC(=C1)C(=O)OC